C1(CC1)C1(C(NC(N1)=O)=O)CC(C(=O)N1CC2=CC(=C(C=C2C1)Cl)Cl)CO 5-cyclopropyl-5-(3-(5,6-dichloroisoindolin-2-yl)-2-(hydroxymethyl)-3-oxopropyl)imidazolidine-2,4-dione